1-[3-(3,5-dimethylisoxazol-4-yl)pyrazolo[1,5-a]pyridin-5-yl]-3-methoxy-pyrazole-4-carboxylic acid CC1=NOC(=C1C=1C=NN2C1C=C(C=C2)N2N=C(C(=C2)C(=O)O)OC)C